C(CCCCCCCCC)OC(CCCN(CCO)CCCN)=O 4-((3-aminopropyl)(2-hydroxyethyl)amino)butyric acid decyl ester